C=1C(NC2=C3C(C(C4=C(C13)C=CC=C4)=O)=CC=C2)=O 3H-dibenzo[f,ij]isoquinoline-2,7-dione